C(=C)C1C(C1)C(=O)N 2-vinylcyclopropane-1-formamide